1-(4-(2-(5-bromo-2-phenyl-1H-indol-3-yl)acetyl)piperazin-1-yl)-3-(4-fluorophenyl)prop-2-en-1-one benzyl-4-[4-(2-tert-butoxy-2-oxo-ethylidene)-1-piperidyl]indoline-1-carboxylate C(C1=CC=CC=C1)OC(=O)N1CCC2=C(C=CC=C12)N1CCC(CC1)=CC(=O)OC(C)(C)C.BrC=1C=C2C(=C(NC2=CC1)C1=CC=CC=C1)CC(=O)N1CCN(CC1)C(C=CC1=CC=C(C=C1)F)=O